C1(=CC=CC=C1)N(C(N(N)C1=CC=CC=C1)=O)N diphenyl-carbazide